N,N-bis[3-(3,5-di-tert-butyl-4-hydroxyphenyl)propionyl]hydrazine C(C)(C)(C)C=1C=C(C=C(C1O)C(C)(C)C)CCC(=O)N(N)C(CCC1=CC(=C(C(=C1)C(C)(C)C)O)C(C)(C)C)=O